C(N1C(=NC2=C1C=1OC(=CC(C1C=C2)=O)C2CCN(CC2)C)C(F)(F)F)([2H])([2H])[2H] 1-(methyl-d3)-8-(1-methylpiperidin-4-yl)-2-(trifluoromethyl)chromeno[7,8-d]imidazol-6(1H)-one